ClC1=NC=2N(C=C1Br)N=CC2C(=O)OCC Ethyl 5-chloro-6-bromopyrazolo[1,5-a]pyrimidine-3-carboxylate